FC1=CC=C(C=C1)CN1C(C(=CC2=CC(=CN=C12)C(=C)C)C(=O)N[C@H](C)C1=CC=C(C=C1)F)=O (R)-1-(4-fluorophenylmethyl)-N-(1-(4-fluorophenyl)ethyl)-2-oxo-6-(prop-1-en-2-yl)-1,2-dihydro-1,8-naphthyridine-3-carboxamide